2-(m-tolyl)benzo[d]imidazo[2,1-b]thiazol-7-amine C1(=CC(=CC=C1)C=1N=C2SC3=C(N2C1)C=CC(=C3)N)C